ClC=1C=C(C=C(C1)Cl)N1N=C(C(=C1)C1=CC=CC=C1)CC1=CNC2=CC=CC=C12 3-((1-(3,5-dichlorophenyl)-4-phenyl-1H-pyrazol-3-yl)methyl)-1H-indole